NC1=C(C=C(C(=O)OC)C=C1)NC[C@H]1OCC1 methyl (S)-4-amino-3-((oxetan-2-ylmethyl)amino)benzoate